3-cyclohexyl-propanoic acid C1(CCCCC1)CCC(=O)O